C(C)(C)C1CCC(=CC1SC[C@H](N)C(=O)OCC1=CC=CC=C1)C benzyl S-(6-isopropyl-3-methylcyclohex-2-en-1-yl)cysteinate